CN(C)CCOCCO Dimethylaminoethoxyethanol